L-aspartic acid-1-tertiary butyl ester C(C)(C)(C)OC([C@@H](N)CC(=O)O)=O